Tert-butyl (1R,2S)-2-[1-(tert-butoxycarbonyl)-3-[5H,6H,7H-cyclopenta[d]pyrimidin-4-ylamino]indazol-6-yl]-5'-methoxy-2'-oxospiro[cyclopropane-1,3'-indole]-1'-carboxylate C(C)(C)(C)OC(=O)N1N=C(C2=CC=C(C=C12)[C@@H]1C[C@@]12C(N(C1=CC=C(C=C21)OC)C(=O)OC(C)(C)C)=O)NC=2C1=C(N=CN2)CCC1